Nα-acetyl-L-methionine C(C)(=O)N[C@@H](CCSC)C(=O)O